(S)-N4-(4-Chloro-2-(1-(difluoromethyl)-1H-pyrazol-4-yl)thiazol-5-yl)-2-cyclopropyl-N1-((S)-5,11-dioxo-2,3,10,11-tetrahydro-1H,5H-benzo[d]pyrazolo[1,2-a][1,2]diazepin-10-yl)succinamid ClC=1N=C(SC1NC(C[C@H](C(=O)N[C@H]1C2=C(C(N3N(C1=O)CCC3)=O)C=CC=C2)C2CC2)=O)C=2C=NN(C2)C(F)F